BrC1C(OC2=CC(=CC=C2C1=O)NS(=O)(=O)C)(C)C N-(3-bromo-2,2-dimethyl-4-oxochroman-7-yl)methanesulfonamide